methyl (3-fluoro-5-phenylpicolinoyl)glycinate FC=1C(=NC=C(C1)C1=CC=CC=C1)C(=O)NCC(=O)OC